NC1=NC=CC(=C1I)OC1=C(C=C(C=C1)N(C(=O)[O-])C=1C(N(C(N(C1)C(C)C)=O)C1=CC=C(C=C1)F)=O)F N-(4-(2-amino-3-iodopyridin-4-yloxy)-3-fluorophenyl)-3-(4-fluorophenyl)-1-isopropyl-2,4-dioxo-1,2,3,4-tetrahydropyrimidine-5-carbamate